N-(2,4-dimethoxybenzyl)-N-methylquinolin-2-amine COC1=C(CN(C2=NC3=CC=CC=C3C=C2)C)C=CC(=C1)OC